ClC1=CC=C2C(=C3N(C2=C1Cl)CC(CC3)NS(=O)(=O)CCN3N=NN=C3)C=3C=NNC3 N-(3,4-Dichloro-10-(1H-pyrazol-4-yl)-6,7,8,9-tetrahydropyrido[1,2-a]indol-7-yl)-2-(1H-tetrazol-1-yl)ethane-1-sulfonamide